4-methylpentan-2-yl α-acetoxyisobutyrate C(C)(=O)OC(C(=O)OC(C)CC(C)C)(C)C